BrC=1C(=NC(=NC1)NCC1(CC(C1)F)C1=NC=CC=C1F)OC (5-bromo-4-methoxypyrimidin-2-yl){[3-fluoro-1-(3-fluoro(2-pyridyl))cyclobutyl]methyl}amine